COC=1C=C(C=2NC3=CC=C(C=C3C2C1)OC)CCP(O)(O)=O [2-(3,6-dimethoxy-9H-carbazolyl)ethyl]phosphonic acid